N-[(3R)-1-(5-carbamoyl-4-ethoxypyrimidin-2-yl)pyrrolidin-3-yl]-N-methylcarbamic acid tert-butyl ester C(C)(C)(C)OC(N(C)[C@H]1CN(CC1)C1=NC=C(C(=N1)OCC)C(N)=O)=O